COC1=CC=CC=C1C1=NC=CN=C1 2-methoxy-3-(pyrazin-2-yl)benzene